(1r,2r)-1-iodo-2-ethylcyclohexane I[C@H]1[C@@H](CCCC1)CC